C1=CC=C(C=C1)C2=C(C(=CC(=C2Cl)Cl)Cl)Cl The molecule is a tetrachlorobiphenyl that is biphenyl in which one of the phenyl groups is substituted by chlorines at positions 2, 3, 5, and 6. It is a tetrachlorobiphenyl and a tetrachlorobenzene.